C(C)(C)(C)OC(CCC(=O)O)=O 4-(tert-butoxy)-4-oxobutanoic acid